NCCCCCCCCCC 10-Aminodecan